NC1=CC=C(C=C1)NC(=O)N1CCNC2=CC(=CC=C12)OC N-(4-aminophenyl)-6-methoxy-3,4-dihydroquinoxaline-1(2H)-carboxamide